COC1=CC=2N(C(C(=C(N2)C(F)(F)F)C=2C=NNC2)=O)C=C1 8-methoxy-3-(1H-pyrazol-4-yl)-2-(trifluoromethyl)pyrido[1,2-a]pyrimidin-4-one